3-(chloromethyl)-3-methylazetidin ClCC1(CNC1)C